3-(7-chloro-1,6-naphthyridin-2-yl)-N,N-dimethylaniline ClC1=NC=C2C=CC(=NC2=C1)C=1C=C(N(C)C)C=CC1